C1(=C(C(=CC(=C1)C)C)C1=C2C=CC(C(=C3C=CC(=C(C=4C=CC(=C(C5=CC=C1N5)C5=C(C=C(C=C5C)C)C)N4)C4=C(C=C(C=C4C)C)C)N3)C3=C(C=C(C=C3C)C)C)=N2)C tetramesityl-porphyrin